NC1=CC(=C(C=C1C#N)C(F)(F)F)C 6-amino-4-methyl-3-(trifluoromethyl)benzonitrile